S(=O)(=O)(O)CCC[K].C(C=C)(=O)O acrylic acid 3-sulfopropyl-potassium Salt